tert-butyl 5-bromo-3-methyl-2-oxoindoline-1-carboxylate BrC=1C=C2C(C(N(C2=CC1)C(=O)OC(C)(C)C)=O)C